N-(2,6-difluorophenyl)-4-[3-(3,5-dimethylpyrazol-1-yl)-6-oxopyridazin-1-yl]piperidin-carboxamide FC1=C(C(=CC=C1)F)NC(=O)N1CCC(CC1)N1N=C(C=CC1=O)N1N=C(C=C1C)C